N1=CC(=CC=C1)N1N=CC2=C1C=C1CCN(C[C@]1(C2)C(=O)OC)S(=O)(=O)C2=CC(=CC=C2)C(F)(F)F (R)-methyl 1-(pyridin-3-yl)-6-((3-(trifluoromethyl)phenyl)sulfonyl)-4,4a,5,6,7,8-hexahydro-1H-pyrazolo[3,4-g]isoquinoline-4a-carboxylate